OC1=C(C=CC(=C1OC)OCOC)C(C=C)=O (2-hydroxy-3-methoxy-4-(methoxymethoxy)phenyl)prop-2-en-1-one